propargyloxycarbon C(C#C)O[C]